C(C)(C)(C)OOCCC(C(=O)[O-])CCCC tertbutyl-peroxyethyl-hexanoate